[Hf].C1=CC=CC=2C3=CC=CC=C3N(C12)C=1C(=C(C=C(C1)C)C1=C(C=C(C=C1)C)C1=NC(=CC=C1)C1=C(C=CC(=C1)C)C1=C(C(=CC(=C1)C)N1C2=CC=CC=C2C=2C=CC=CC12)OC)OC 2,6-bis(3'-(9H-carbazol-9-yl)-2'-methoxy-4,5'-dimethyl-[1,1'-biphenyl]-2-yl)pyridine hafnium